C1(=C(C=CC=C1)N)C1=CC=CC=C1 [1,1'-biphenylyl]amine